ClC1=C(C(C(=O)O)=C(C=C1)Cl)C(=O)O 3,6-dichlorophthalic acid